(R)-4-(azetidin-1-ylmethyl)-2-fluoro-N'-((2,4,5,6-tetrahydro-1H-cyclobuta[f]inden-3-yl)carbamoyl)benzenesulfonimidamide N1(CCC1)CC1=CC(=C(C=C1)[S@@](=O)(N)=NC(NC1=C2C(=CC=3CCCC13)CC2)=O)F